C(C)C1=C(C=C(C(=C1C)OC(C)C)CC)O 2,5-Diethyl-3-methyl-4-isopropoxy-phenol